BrC=1C=CC(=NC1C([2H])([2H])[2H])N 5-bromo-6-(methyl-d3)pyridine-2-amine